OC=1C=C(C#N)C=C(C1C1=CC=C2C(=N1)N=C(O2)N[C@H]2CN(C[C@H](C2)O)C)C 3-Hydroxy-4-[2-[[(3R,5S)-5-hydroxy-1-methyl-3-piperidyl]amino]oxazolo[4,5-b]pyridin-5-yl]-5-methyl-benzonitrile